4-methoxy-1-(oxan-2-yl)-5-(4,4,5,5-tetramethyl-1,3,2-dioxaborolan-2-yl)pyrazolo[3,4-b]pyridine COC1=C2C(=NC=C1B1OC(C(O1)(C)C)(C)C)N(N=C2)C2OCCCC2